Oxazolidineamine O1C(NCC1)N